C1(CC1)C1=NC=NC(=C1C1=NC=C(C(=N1)N(CC1CCN(CC1)C=1N(C=C(N1)C(F)(F)F)C)C)OC)OC 4'-Cyclopropyl-5,6'-dimethoxy-N-methyl-N-((1-(1-methyl-4-(trifluoromethyl)-1H-imidazol-2-yl)piperidin-4-yl)methyl)-[2,5'-bipyrimidin]-4-amine